CCCC(C)C1(C(=O)NC(=NC1=O)[S-])CC The molecule is a thiolate anion resulting from the removal of a proton from one of the nitrogens of thiopental and tautomerisation. It is a conjugate base of a thiopental.